CN(S(=O)(=O)C1=C(OC2CN(C2)C(=O)OC(C)(C)C)C(=C(C(=C1F)F)F)F)C tert-butyl 3-(2-(N,N-dimethylsulfamoyl)-3,4,5,6-tetrafluorophenoxy)azetidine-1-carboxylate